ClC1=CC=C(C=C1)[C@@]1(N(C(C2=CC(=CC(=C12)F)C(CN1CCN(CC1)C)(CC)O)=O)CC1=NC=C(C=N1)Cl)OCCO (3R)-3-(4-Chlorophenyl)-2-[(5-chloropyrimidin-2-yl)methyl]-4-fluoro-6-[2-hydroxy-1-(4-methylpiperazin-1-yl)butan-2-yl]-3-(2-hydroxyethoxy)-2,3-dihydro-1H-isoindol-1-on